C1(CCCCC1)C1=NN=C2N1C=CN=C2N 3-cyclohexyl-[1,2,4]triazolo[4,3-a]pyrazin-8-amine